(1r,3r)-3-(4-(2-(4-((5-methyl-1,3,4-oxadiazol-2-yl)oxy)phenyl)propan-2-yl)phenoxy)cyclobutylamine CC1=NN=C(O1)OC1=CC=C(C=C1)C(C)(C)C1=CC=C(OC2CC(C2)N)C=C1